C(C1=CC(OC)=C(O)C=C1)(=O)O e-vanillic acid